C1(=CC=CC=C1)S(=O)(=O)O phenylsulphonic acid